[O-2].[Fe+2] (2s-7s)-iron oxide